FC(F)(F)S(=O)(=O)N.[Mg] magnesium trifluoromethylsulfonamide